C(=O)O.C(#N)C1=CC=C(C=C1)CS(=O)(=O)NC1=C(C=C(C=C1)C=1C=C(C=2N=C(N=CC2N1)N[C@@H]1CNC[C@H](C1)F)C)F 1-(4-Cyanophenyl)-N-(2-fluoro-4-(2-(((3S,5S)-5-fluoropiperidin-3-yl)amino)-8-methylpyrido[3,2-d]pyrimidin-6-yl)phenyl)methanesulfonamide formate